C(C)C1=CC=C(C=N1)C1=NN2C(OCC(C2)CO)=C1C(=O)N[C@@H]1C(NC2=C(C(=N1)C1=CC=CC=C1)C=CC=C2F)=O 2-(6-Ethylpyridin-3-yl)-N-[(3S)-9-fluoro-2-oxo-5-phenyl-1,3-dihydro-1,4-benzodiazepin-3-yl]-6-(hydroxymethyl)-6,7-dihydro-5H-pyrazolo[5,1-b][1,3]oxazine-3-carboxamide